N[C@@H](CO)C(=O)OC(CCCCCCCCCCCCCCC)=O.FC1=C(C=C2CN(C(C2=C1)=O)C1C(NC(CC1)=O)=O)C1=CC(=C2C(=N1)NC=C2)CN2CCCC2 3-(6-fluoro-1-oxo-5-(4-(pyrrolidin-1-ylmethyl)-1H-pyrrolo[2,3-b]pyridin-6-yl)isoindolin-2-yl)piperidine-2,6-dione seryl-palmitate